P(O)(O)O.P(O)(O)O.P(O)(O)O.C(CCCCCCCCCCCCCCCCC)[C@@](C(O)(CCCCCCCCCCCCCCCCCC)CCCCCCCCCCCCCCCCCC)(O)[C@@H](O)[C@H](O)[C@H](O)CO trisstearylsorbitol triphosphite